C1(CCCC1)N1C(=CC2=C1N=C(N=C2)NC2=CC=C(C=C2)N2CCNCC2)C(=O)N(C)C 7-cyclopentyl-N,N-dimethyl-2-((4-(piperazin-1-yl)phenyl)amino)-7H-pyrrolo[2,3-d]-pyrimidine-6-carboxamide